ClC1=NC=C(C(=N1)NC1COC1)C(F)(F)F 2-chloro-N-(oxetan-3-yl)-5-(trifluoromethyl)pyrimidin-4-amine